2-(6-(((1S,3S)-3-((5-(difluoromethoxy)pyrimidin-2-yl)amino)cyclopentyl)amino)pyridin-3-yl)-6-methyl-2,3-dihydro-1H-pyrrolo[3,4-c]pyridin-1-one FC(OC=1C=NC(=NC1)N[C@@H]1C[C@H](CC1)NC1=CC=C(C=N1)N1CC=2C=NC(=CC2C1=O)C)F